1,4-diamino-anthraquinone NC1=CC=C(C=2C(C3=CC=CC=C3C(C12)=O)=O)N